CN1N=C(C=C1C(=O)N)C(F)(F)F 1-methyl-3-(trifluoromethyl)-1H-pyrazole-5-carboxamide